(1R,3S,5R)-2-(2-(3-acetyl-5-(2-methylpyrimidin-5-yl)-1H-indazol-1-yl)acetyl)-N-((S)-1-(3-chlorophenyl)ethyl)-5-methyl-2-azabicyclo[3.1.0]hexane-3-carboxamide C(C)(=O)C1=NN(C2=CC=C(C=C12)C=1C=NC(=NC1)C)CC(=O)N1[C@@H]2C[C@@]2(C[C@H]1C(=O)N[C@@H](C)C1=CC(=CC=C1)Cl)C